lithium-manganese salt [Mn].[Li]